5-(5-(5-propoxyhexyloxy)hexyloxy)hexanol C(CC)OC(CCCCOC(CCCCOC(CCCCO)C)C)C